4-(3-((((1S,3S)-3-aminocyclohexyl)-methyl)amino)-1-(2-fluoro-4-(4-hydroxy-4-methylpiperidin-1-yl)phenyl)-1H-pyrazol-5-yl)-2-fluoro-benzonitrile 2,2,2-trifluoroacetate FC(C(=O)O)(F)F.N[C@@H]1C[C@H](CCC1)CNC1=NN(C(=C1)C1=CC(=C(C#N)C=C1)F)C1=C(C=C(C=C1)N1CCC(CC1)(C)O)F